NC1=NC(=NC=C1CN(C=O)\C(\C)=C(\CCO)/SSCC1=CC=CC=C1)C (Z)-N-((4-amino-2-methylpyrimidin-5-yl)methyl)-N-(3-(benzyldisulfanyl)-5-hydroxypent-2-en-2-yl)carboxamide